FC(OC1=CC=C(C=C1)C1=CC=C(C=C1)C=1NC=NN1)(F)F 5-(4-(4-trifluoromethoxyphenyl)phenyl)-4H-1,2,4-triazole